O1CC(C1)C(=O)N1CC(OCC1)CN 4-(oxetan-3-yl)formyl-2-aminomethyl-morpholine